F[C@@H]1CN(CC[C@@H]1NC1=C2C=C(N(C2=CC=C1)CC(F)(F)F)C#CCNC1=C(C=C(C=C1)S(=O)(=O)N)OC)C 4-((3-(4-(((3R,4S)-3-fluoro-1-methylpiperidin-4-yl)amino)-1-(2,2,2-trifluoroethyl)-1H-indol-2-yl)prop-2-yn-1-yl)amino)-3-methoxybenzenesulfonamide